O1COCC1 1,3-Dioxacyclopentane